N-((3R,5R)-1-Cyano-5-(methoxymethyl)pyrrolidin-3-yl)-5-(3-(trifluoromethoxy)phenyl)oxazole-2-carboxamide C(#N)N1C[C@@H](C[C@@H]1COC)NC(=O)C=1OC(=CN1)C1=CC(=CC=C1)OC(F)(F)F